N[C@@H](C(=O)O)[C@@H](C(=O)O)C (2R,3S)-2-AMINO-3-METHYLSUCCINIC ACID